NC1=NC(=C(C=2N1N=C(N2)CC2=C(C=CC=C2F)F)C=2C(N(C=CC2)C)=O)C=2OC=CN2 (5-amino-2-(2,6-difluorobenzyl)-7-(oxazol-2-yl)-[1,2,4]Triazolo[1,5-c]Pyrimidin-8-yl)-1-methylpyridin-2(1H)-one